Lauroyl Arginate HCl Cl.N[C@@H](CCCNC(N)=N)C(=O)OC(CCCCCCCCCCC)=O